OC1=CC=C(C=C1)C(C1=CC=CC=C1)C1=CC=C(C=C1)O Bis-(4-hydroxyphenyl)-phenylmethane